methyl 4-(1-butyl)-4,5-dihydro-7-hydroxy-2-methyl-5-oxo-2H-pyrazolo[4,3-b]pyridin-6-carboxylate C(CCC)N1C=2C(C(=C(C1=O)C(=O)OC)O)=NN(C2)C